FC=1C=C(C=CC1)C1=CC=2[C@H]3[C@@H]([C@H](NC2C=C1)CO)CCN3CC3=CC=NC=C3 ((3aR,4S,9bR)-8-(3-Fluorophenyl)-1-(pyridin-4-ylmethyl)-2,3,3a,4,5,9b-hexahydro-1H-pyrrolo[3,2-c]quinolin-4-yl)methanol